CS(=O)(=O)N1CCC(CC1)C(=O)N 1-methylsulfonylpiperidine-4-carboxamide